tert-butyl ((S)-2-(1-(3-((2-((3S,4R)-3-fluoro-4-methoxypiperidin-1-yl)pyrimidin-4-yl)amino)-5-isopropylisoquinolin-8-yl)azetidin-3-yl)-2-(methylsulfonyl)ethyl)carbamate F[C@H]1CN(CC[C@H]1OC)C1=NC=CC(=N1)NC=1N=CC2=C(C=CC(=C2C1)C(C)C)N1CC(C1)[C@@H](CNC(OC(C)(C)C)=O)S(=O)(=O)C